ClC1=C(C=NC(=C1)N)C=1C=NC(=CC1)F 4-Chloro-6'-fluoro-[3,3'-bipyridin]-6-amine